C[C@H]1N([C@H](CN(C1)C1=NC2=CC=C(C=C2N=C1)C(F)(F)F)C)C(=O)OC1CC2(CN(C2)CC2=CC=CC=C2)C1 2-benzyl-2-azaspiro[3.3]heptan-6-yl (2R,6S)-2,6-dimethyl-4-[6-(trifluoromethyl)quinoxalin-2-yl]piperazine-1-carboxylate